(S,4S,4'S,7S,7'S,9aS,9a'S)-N,N'-(methylenebis(4,1-phenylene))bis(8,8-dimethyl-4-((S)-2-(methyl-amino)propanethioamido)-5-oxooctahydropyrrolo-[2,1-b][1,3]thiazepine-7-carboxamide) C(C1=CC=C(C=C1)NC(=O)[C@@H]1C(C[C@@H]2SCC[C@@H](C(N21)=O)NC([C@H](C)NC)=S)(C)C)C2=CC=C(C=C2)NC(=O)[C@@H]2C(C[C@@H]1SCC[C@@H](C(N12)=O)NC([C@H](C)NC)=S)(C)C